C(C1=CC=CC=C1)OC=1C=C2C(=C(N(C2=CC1)CC1=CC=C(C=C1)CCNCC)C1=C(C=CC=C1)C(F)(F)F)F 2-(4-((5-(benzyloxy)-3-fluoro-2-(2-(trifluoromethyl)phenyl)-1H-indol-1-yl)methyl)phenyl)-N-ethylethan-1-amine